N1C(C2(C=3C1=NC=CC3)CCNCCC2)=O spiro[azepan-4,3'-pyrrolo[2,3-B]pyridin]-2'(1'H)-one